O(C#N)C1=CC=C(C=C1)SC1=CC=C(C=C1)OC#N Bis(4-cyanatophenyl) thioether